C1(CC1)N1N=CC(=C1)[C@@H]1OCC[C@@H](C1)C1=CC2=C(N=C3C(=N2)COC3)C(=N1)C1=C(C=C(C=C1)F)F 7-((2R,4S)-2-(1-cyclopropyl-1H-pyrazol-4-yl)tetrahydro-2H-pyran-4-yl)-5-(2,4-difluorophenyl)-1,3-dihydrofuro[3,4-b]pyrido[3,4-e]pyrazine